3-methyl-2-{[2-((1-methylpiperidin-4-yl)methoxy)pyridin-3-yl]amino}pyrido[2,3-d]pyrimidin-4(3H)-one CN1C(=NC2=C(C1=O)C=CC=N2)NC=2C(=NC=CC2)OCC2CCN(CC2)C